N-(4-(2-aminoethoxy)phenyl)-5-(1,2,3,6-tetrahydropyridin-4-yl)thiophene-2-carboxamide NCCOC1=CC=C(C=C1)NC(=O)C=1SC(=CC1)C=1CCNCC1